4-Fluoro-11-methyl-13,13a-dihydrobenzo[2,3]pyrrolo[2',3':5,6][1,4]diazepino[1,7-a]indol-12(11H)-one FC=1C=CC=C2C=C3N(C12)C1=C(N=C2C3CC(N2C)=O)C=CC=C1